NC1=C(OC[C@@H](C(=O)O)NC(=O)OC(C)(C)C)C=CC=C1 (S)-3-(2-Aminophenoxy)-2-((tert-butoxycarbonyl)amino)propionic acid